tert-butyl 4-((1-(2,6-dimethoxy-4-(1,4,5-trimethyl-6-oxo-1,6-dihydropyridin-3-yl)phenethyl)piperidin-4-yl)oxy)piperidine-1-carboxylate COC1=C(CCN2CCC(CC2)OC2CCN(CC2)C(=O)OC(C)(C)C)C(=CC(=C1)C1=CN(C(C(=C1C)C)=O)C)OC